ClC=1C2=C(SC1C(=O)C1=C(C=C(C=C1C)F)C)C=C(C=C2)OC2OCCCC2 (3-chloro-6-((tetrahydro-2H-pyran-2-yl)oxy)benzo[b]thiophen-2-yl)(4-fluoro-2,6-dimethylphenyl)-methanone